(S)-6-(2-amino-6-fluoro-5-(4-(3-fluoropyrrolidin-1-yl)phenyl)pyridin-3-yl)-3,4-dihydroisoquinolin-1(2H)-one NC1=NC(=C(C=C1C=1C=C2CCNC(C2=CC1)=O)C1=CC=C(C=C1)N1C[C@H](CC1)F)F